C(C)(C)(C)NC(CN(C)C=1C2=C(N=C(N1)C1=NC=CC(=C1)O[C@H]1CN(CC1)CC(F)F)CCC2)=O N-tert-butyl-2-{[2-(4-{[(3R)-1-(2,2-difluoroethyl)pyrrolidin-3-yl]oxy}pyridin-2-yl)-5H,6H,7H-cyclopenta[d]pyrimidin-4-yl](methyl)amino}acetamide